Sodium tert-butyl {2-[({[(2S,5R)-7-oxo-6-(sulfooxy)-1,6-diazabicyclo[3.2.1]oct-2-yl]carbonyl}amino)oxy]ethyl}carbamate O=C1N([C@@H]2CC[C@H](N1C2)C(=O)NOCCNC(OC(C)(C)C)=O)OS(=O)(=O)O.[Na]